CN(CCN1C=C(C2=C1N=CN=C2N)I)C 7-(2-(dimethylamino)ethyl)-5-iodo-7H-pyrrolo[2,3-d]pyrimidin-4-amine